2-[[4-[4-Hydroxy-1-piperidinyl]-6-[[(4-(carboxy)phenyl)methyl]amino]-2-pyrimidinyl]amino]-4-methyl-5-thiazolecarboxylic acid, ethyl ester OC1CCN(CC1)C1=NC(=NC(=C1)NCC1=CC=C(C=C1)C(=O)O)NC=1SC(=C(N1)C)C(=O)OCC